BrC1=NN(C2=CC(=C(C=C12)Cl)F)C1OCCCC1 bromo-5-chloro-6-fluoro-1-(tetrahydro-2H-pyran-2-yl)-1H-indazole